(R)-6-(4-fluoro-3-isopropyl-5-(4-(1-isopropylpiperidin-4-yl)-2-methylpiperazin-1-yl)-1H-pyrrolo[2,3-c]pyridin-2-yl)-7,8-dimethyl-[1,2,4]triazolo[1,5-a]pyridine FC1=C2C(=CN=C1N1[C@@H](CN(CC1)C1CCN(CC1)C(C)C)C)NC(=C2C(C)C)C=2C(=C(C=1N(C2)N=CN1)C)C